O[C@@]1(C(N(CC1)C)=O)C1=CC(=NO1)C=1C=C(C=CC1)C1=NC(=C2N1CCN(C2)C(C)C)C(=O)N (R)-3-(3-(5-(3-hydroxy-1-methyl-2-oxopyrrolidin-3-yl)isoxazol-3-yl)phenyl)-7-isopropyl-5,6,7,8-tetrahydroimidazo[1,5-a]pyrazine-1-carboxamide